BrC1=CC(=C(C=C1)[C@H]1N(CC[C@@H](C1)O)C(=O)OCC1=CC=CC=C1)OCCCC=C benzyl (2s,4s)-2-(4-bromo-2-(pent-4-en-1-yloxy) phenyl)-4-hydroxypiperidine-1-carboxylate